C(C)(C)(C)OC(=O)N1CC[C@@H](CCC1)N1CC2(CC2)CCC1.Cl.N1CC[C@@H](CCC1)N1CC2(CC2)CCC1 |r| rac-5-(Azepan-4-yl)-5-azaspiro[2.5]octane hydrochloride rac-tert-Butyl-4-(5-azaspiro[2.5]octan-5-yl)azepane-1-carboxylate